OCCN1C([C@@H]([C@@H](C1=O)C)C)=O |r| racemic-(3R,4S)-1-(2-hydroxyethyl)-3,4-dimethylpyrrolidine-2,5-dione